N-(8'-bromo-9'-fluoro-4'H-spiro[cyclopropane-1,5'-naphtho[2,1-d]isoxazol]-3'-yl)-2-methoxybenzenesulfonamide BrC1=CC=C2C3(CC=4C(=NOC4C2=C1F)NS(=O)(=O)C1=C(C=CC=C1)OC)CC3